N1(C=NC=C1)C1=C(C(=O)O)C=CC=C1 2-(1H-imidazole-1-yl)benzoic acid